2,3,5,6-tetrachloropyrazine ClC1=NC(=C(N=C1Cl)Cl)Cl